S(=O)(=O)(C1=CC=C(C)C=C1)N1C2C3=C(CC(C1)C2)C=CC=C3 2-tosyl-2,3,4,5-tetrahydro-1H-1,4-methanobenzo[c]azepine